C1(CC1)N1C(=NN=C1)C1=CC=CC(=N1)N1C(C2=CC(=C(C=C2C1)OC)C=1C=NC=CC1)=O 2-(6-(4-cyclopropyl-4H-1,2,4-triazol-3-yl)pyridin-2-yl)-5-methoxy-6-(pyridin-3-yl)isoindolin-1-one